1-(4-(3-isopropyl-2-(8-methoxy-[1,2,4]triazolo[1,5-a]pyridin-6-yl)-1H-indol-5-yl)piperidin-1-yl)-2-(methyl-sulfonyl)ethan-1-one C(C)(C)C1=C(NC2=CC=C(C=C12)C1CCN(CC1)C(CS(=O)(=O)C)=O)C=1C=C(C=2N(C1)N=CN2)OC